NC[C@@H]1NC([C@@H](SCC1)C1=CC(=CC=C1)OC1=CC=CC=C1)=O (2S,5R)-5-(aminomethyl)-2-(3-phenoxyphenyl)-1,4-thiazepan-3-one